FC1=C(C=CC(=C1C)OC1=CC2=C(N(N=N2)C)C=C1)NC=1C2=C(N=CN1)C=CC(=N2)N2C[C@@H]([C@H](CC2)C)NC(C=C)=O N-((3R,4S)-1-(4-((2-fluoro-3-methyl-4-((1-methyl-1H-benzo[d][1,2,3]triazol-5-yl)oxy)phenyl)amino)pyrido[3,2-d]pyrimidin-6-yl)-4-methylpiperidin-3-yl)acrylamide